tri-normal propylaluminum C(CC)[Al](CCC)CCC